C(#C)C12C(C(=O)OC1=O)C=CC=C2 2-ethynylphthalic anhydride